2-(6-methoxynaphthalen-1-yl)-4,4,5,5-tetramethyl-1,3,2-dioxaborolane COC=1C=C2C=CC=C(C2=CC1)B1OC(C(O1)(C)C)(C)C